(3-phenyl-2,3-dihydroxypropanoyl)-8-aminocaprylic acid C1(=CC=CC=C1)C(C(C(=O)C(C(=O)O)CCCCCCN)O)O